C(C)(C)(C)OC(=O)N1C[C@@H](N(CC1)C=1C2=C(N=CN1)N(C=C2C2CC2)C=2SC(=CN2)C#N)C (S)-4-(7-(5-Cyanothiazol-2-yl)-5-cyclopropyl-7H-pyrrolo[2,3-d]pyrimidin-4-yl)-3-methylpiperazine-1-carboxylic acid tert-butyl ester